6-[(carbamoylmethyl)(methyl)amino]-5-[(6R)-2,2-difluoro-7-[(5-methoxy-7-methyl-1H-indol-4-yl)methyl]-7-azaspiro[3.5]nonan-6-yl]pyridine-2-carboxylic acid C(N)(=O)CN(C1=C(C=CC(=N1)C(=O)O)[C@H]1CC2(CC(C2)(F)F)CCN1CC1=C2C=CNC2=C(C=C1OC)C)C